1-[(2R,3R)-3-Amino-2-(3-methoxy-2-methyl-phenyl)pyrrolidine-1-yl]-2-[(7S)-3,7-dimethyl-4,5,6,7-tetrahydroindazol-2-yl]ethanone N[C@H]1[C@H](N(CC1)C(CN1N=C2[C@H](CCCC2=C1C)C)=O)C1=C(C(=CC=C1)OC)C